The molecule is an oxoproline derivative having an hydroxy group placed at the 2-position and the oxo group placed at the 5-position; major microspecies at pH 7.3. It derives from a 5-oxoprolinate. C1CC(NC1=O)(C(=O)[O-])O